FC1=CC=C(C=C1)N1C(C=2N(N=C(C2C1)C1=C(C=C(C=C1)F)OCC(F)(F)F)CC#N)=O [5-(4-fluorophenyl)-3-[4-fluoro-2-(2,2,2-trifluoroethoxy)phenyl]-6-oxo-5,6-dihydropyrrolo[3,4-c]pyrazol-1(4H)-yl]acetonitrile